C1(=CC=CC=C1)S(=O)(=O)O.FC1=C(C=C(C=C1C)NC1=NC=C(C(=N1)NC=1C=CC2=C(NC(O2)=O)C1)C)OC 5-(2-(4-fluoro-3-methoxy-5-methylphenylamino)-5-methylpyrimidin-4-ylamino)benzo[d]oxazol-2(3H)-one benzenesulfonic acid salt